The molecule is a p-menthane monoterpenoid that is cyclohex-2-en-1-one substituted by a methyl group at position 3 and an isopropyl group at position 6. It has a role as a volatile oil component and a plant metabolite. It is a p-menthane monoterpenoid and a cyclic terpene ketone. CC1=CC(=O)C(CC1)C(C)C